(2-fluoro-5-methylpyridin-3-yl)-N-[(3S)-2-oxo-5-phenyl-1,3-dihydro-1,4-benzodiazepine-3-yl]-6,7-dihydro-5H-pyrazolo[5,1-b][1,3]Oxazine-3-carboxamide FC1=NC=C(C=C1C1=NN2C(OCCC2)=C1C(=O)N[C@@H]1C(NC2=C(C(=N1)C1=CC=CC=C1)C=CC=C2)=O)C